COC1=C(CNCC)C=CC=C1 N-(2-methoxybenzyl)ethylamine